2-[[5-bromo-2-(2,2-dimethyl-1,3-dioxan-5-yl)pyrrolo[3,2-b]pyridin-1-yl]methoxy]ethyl-trimethyl-silane BrC1=CC=C2C(=N1)C=C(N2COCC[Si](C)(C)C)C2COC(OC2)(C)C